CC(C)NC1=NC(=NN1C1=CC=C(C=C1)OC(F)(F)F)C1=C(C=O)C=CC=C1 [5-(1-Methylethylamino)-1-[4-(trifluoromethoxy)phenyl]-1,2,4-triazol-3-yl]benzaldehyde